hydrogen phosphate, calcium salt [Ca+2].P(=O)(O)([O-])[O-]